CC(CC(=O)ON1C(CCC1=O)=O)(C)SSC1=NC=CC=C1 2,5-dioxopyrrolidin-1-yl 3-methyl-3-(pyridin-2-yldisulfanyl)butanoate